FC1=CC=C(C(=O)C2=CC=C(C=C2)Cl)C=C1 4-fluoro-4'-chlorobenzophenone